C(C1=CC=CC=C1)OC1=CC=C(C=C1)C1=CCC(CC1)C1CCC(CC1)CCCCC 1-(benzyloxy)-4-[4-(4-pentylcyclohexyl)cyclohex-1-en-1-yl]-benzene